2,3-dimethoxy-bornene COC=1C2(CCC(C1OC)C2(C)C)C